CO[C@H]1[C@@H](CC1)OC1=C(C#N)C=CC=N1 ((1R,2R)-2-methoxycyclobutoxy)nicotinonitrile